NCCOCCOCCOCCOCCOCCN(C\C=C\C(=O)NC1=CC=C(C=C1)C(NC1=CC(=CC=C1)NC1=NC=C(C(=N1)C1=CNC2=CC=CC=C12)Cl)=O)C (20E)-1-amino-N-[4-[(3-[[5-chloro-4-(1H-indol-3-yl)pyrimidin-2-yl]amino]phenyl)carbamoyl]phenyl]-18-methyl-3,6,9,12,15-pentaoxa-18-azadocos-20-en-22-amide